C(C1=CC=CC=C1)N1CCC2(CN(C([C@H](O2)C)=O)C(C)C)CC1 (R)-9-Benzyl-4-isopropyl-2-methyl-1-oxa-4,9-diazaspiro[5.5]undecan-3-on